CC(/C=C/C(C(=O)O)NC(=O)C=1NC=C(C1)C=1C=NC=CC1)(C)C (E)-5,5-dimethyl-2-[4-(3-pyridinyl)-2-pyrrolylcarbonylamino]-3-hexenoic acid